COCOC1=C(C(=CC(=C1C)OCOC)OCOC)C(C)=O 1-(2,4,6-tris(methoxymethoxy)-3-methylphenyl)ethane-1-one